1-nonyl-3-ethylpiperidinium chloride [Cl-].C(CCCCCCCC)[NH+]1CC(CCC1)CC